6-(5-chloro-2-methyl-3H-imidazo[4,5-b]pyridin-3-yl)nicotinonitrile ClC1=CC=C2C(=N1)N(C(=N2)C)C2=NC=C(C#N)C=C2